7-ethyl-6-oxo-5,6-dihydro-1,5-naphthyridine-3-carbaldehyde C(C)C=1C(NC=2C=C(C=NC2C1)C=O)=O